racemic-1-(6-chloroimidazo[1,5-a]pyridin-5-yl)prop-2-yn-1-ol ClC=1C=CC=2N(C1[C@@H](C#C)O)C=NC2 |r|